2,2-dimethyl-4,15-dioxo-3,8,11-trioxa-5,14-diazanonadecane-19-oic acid (S)-tert-butyl ester C(C)(C)(C)OC(CCCC(NCCOCCOCCNC(OC(C)(C)C)=O)=O)=O